O=C1N(C(C2=CC=CC=C12)=O)CC1=C(C=CC=C1)C=1C=CNC1 4-(((1,3-dioxoisoindol-2-yl)methyl)phenyl)-1H-pyrrole